3-[6-({4-[2-amino-6-(3-fluoro-2-methoxyphenyl)-4-pyrimidinyl]-1H-1,2,3-triazol-1-yl}methyl)-2-pyridinyl]-3-methylbutanoic acid NC1=NC(=CC(=N1)C=1N=NN(C1)CC1=CC=CC(=N1)C(CC(=O)O)(C)C)C1=C(C(=CC=C1)F)OC